ClC=1C=CC(=C2C=NN(C(C12)=O)C)[C@@H](C1COC1)C1CC2(CN(C2)CCCC=2C=NNC(C2C)=O)C1 (R)-8-chloro-2-methyl-5-((2-(3-(5-methyl-6-oxo-1,6-dihydropyridazin-4-yl)propyl)-2-azaspiro[3.3]heptan-6-yl)(oxetan-3-yl)methyl)phthalazin-1(2H)-one